lead-iron phosphate P(=O)([O-])([O-])[O-].[Fe+2].[Pb+2]